tert-butyl (2S,7R)-2-({1-cyano-2-[5-(3-methyl-2-oxo-1,3-benzoxazol-5-yl)thieno[3,2-b]thiophen-2-yl]ethyl}carbamoyl)-7-methoxy-1,4-oxazocane-4-carboxylate C(#N)C(CC1=CC2=C(S1)C=C(S2)C=2C=CC1=C(N(C(O1)=O)C)C2)NC(=O)[C@H]2OC[C@@H](CCN(C2)C(=O)OC(C)(C)C)OC